2-(5-(6-chloro-3-(1H-imidazol-1-yl)-5-methoxy-1-methyl-1H-pyrrolo[3,2-b]pyridin-2-yl)-1H-1,2,4-triazol-3-yl)propanenitrile ClC=1C=C2C(=NC1OC)C(=C(N2C)C2=NC(=NN2)C(C#N)C)N2C=NC=C2